BrC=1C(=NNC1)C1=CC=C(C=C1)F 4-bromo-3-(4-fluorophenyl)-1H-pyrazole